(S)-1-((S)-2-aminopropyl)-3,7,8,9-tetrahydropyrano[3,2-e]indol-8-ol N[C@H](CC1=CNC=2C=CC3=C(C12)C[C@@H](CO3)O)C